(10R)-4-bromo-N,N-diethyl-8-methyl-7a,8,9,10-tetrahydro-7H-indolo[7,1-fg][1,7]naphthyridine-10-carboxamide BrC1=CN2C3=C(C4=C[C@H](CN(C4C2)C)C(=O)N(CC)CC)C=CC=C13